IC1=CC=C(C=C1)N1C(C=CC=C1)=O 1-(4-Iodophenyl)pyridin-2(1H)-one